ClC1=CC=C(C=C1)NC(N(CCN1CCOCC1)C1=C(C=C(C(=O)NC2=NOC(=C2)C)C=C1)C)=O 4-[3-(4-chlorophenyl)-1-(2-morpholinoethyl)ureido]-3-methyl-N-(5-methylisoxazol-3-yl)benzamide